1-(3-(5-chloro-2-fluorophenyl)prop-2-yn-1-yl)-4-(5-(difluoromethyl)-1,3,4-oxadiazol-2-yl)pyridin-2(1H)-one ClC=1C=CC(=C(C1)C#CCN1C(C=C(C=C1)C=1OC(=NN1)C(F)F)=O)F